O=C1CN(CCN1)CC=1N=CNC1 4-((3-oxopiperazin-1-yl)methyl)-1H-imidazol